3-((3-((trimethylsilyl)ethynyl)phenyl)ethynyl)pyridine C[Si](C)(C)C#CC=1C=C(C=CC1)C#CC=1C=NC=CC1